ClC1=NC=C(C(=C1)N1C[C@H](CC1)NC(OC(C)(C)C)=O)C=O tert-butyl (S)-(1-(2-chloro-5-formylpyridin-4-yl)pyrrolidin-3-yl)carbamate